OCC1=C2C=CNC2=CC=C1OC=1C=C(C=CC1)C1=NN(C=C1)CC=1C=C(C=CC1)CC(=O)O 2-(3-((3-(3-((4-(Hydroxymethyl)-1H-indol-5-yl)oxy)phenyl)-1H-pyrazol-1-yl)methyl)phenyl)acetic acid